but-1-en C=CCC